FC(OC1=C(C=C(C=C1)OC1=CC(=CC=C1)C(=O)N1CCNCC1)C1=NN(C=C1NC(=O)C=1C=NN2C1N=CC=C2)C)F N-[3-[2-(difluoromethoxy)-5-[3-(piperazine-1-carbonyl)phenoxy]phenyl]-1-methyl-pyrazol-4-yl]pyrazolo[1,5-a]pyrimidine-3-carboxamide